C(CC(=O)O)[C@H](C(=O)O)N γ-D-glutamic acid